CC1=C(C(=NN1)C(F)(F)F)B1OC(C(O1)(C)C)(C)C 5-methyl-4-(4,4,5,5-tetramethyl-1,3,2-dioxaborolan-2-yl)-3-(trifluoromethyl)-1H-pyrazole